tertiary butyl 5-bromopentanoate BrCCCCC(=O)OC(C)(C)C